N-(4-((4-amino-2-butyl-1H-imidazo[4,5-c]quinolin-1-yl)methyl)benzyl)decanamide NC1=NC=2C=CC=CC2C2=C1N=C(N2CC2=CC=C(CNC(CCCCCCCCC)=O)C=C2)CCCC